FC=1C=C(C(=O)NC=2C=CC=C3C(=CC=NC23)C=2C=NN(C2)CC(F)(F)F)C=CC1F 3,4-difluoro-N-(4-(1-(2,2,2-trifluoroethyl)-1H-pyrazol-4-yl)quinolin-8-yl)benzamide